C=CC=CCCCCC(CCC)Cl 9-dodecadienyl chloride